1-(3-(4-chloro-3,5-dimethylphenoxy)propyl)-4-((3-hydroxyphenyl)sulfonyl)-3,5-dimethyl-1H-pyrrole-2-carboxylic acid ClC1=C(C=C(OCCCN2C(=C(C(=C2C)S(=O)(=O)C2=CC(=CC=C2)O)C)C(=O)O)C=C1C)C